2-(trifluoromethoxy)ethoxyethane FC(OCCOCC)(F)F